ClC1=CC=C(C=N1)C(=O)NC=1SC(=C(N1)C1=CC=C(C=C1)OC)C#N 6-chloro-N-(5-cyano-4-(4-methoxyphenyl)thiazol-2-yl)pyridine-3-carboxamide